CCCCC/C=C\\C[C@@H](/C=C/C=C\\C/C=C\\CCCC(=O)[O-])OO The molecule is conjugate base of 12(S)-HPETE arising from deprotonation of the carboxylic acid function. It has a role as a human metabolite. It is a conjugate base of a 12(S)-HPETE.